FC=1C=C(C=C(C1C1=C(CCC2=CC(=CC=C12)O)C1=CC=CC=C1)F)N1CCC(CC1)C=O 1-(3,5-difluoro-4-(6-hydroxy-2-phenyl-3,4-dihydronaphthalen-1-yl)phenyl)piperidine-4-carbaldehyde